O1C(CCCC1)N1N=CC(=N1)C1=C2C(=NC=C1)N(N=C2CNC(OC(C)(C)C)=O)C2=CC=C(C=C2)OC(F)(F)F tert-butyl ((4-(2-(tetrahydro-2H-pyran-2-yl)-2H-1,2,3-triazol-4-yl)-1-(4-(trifluoromethoxy)phenyl)-1H-pyrazolo[3,4-b]pyridin-3-yl)methyl)carbamate